ClC1=C(C(=CC=C1Cl)OC)[C@H]1C[C@H](N(C1)C(=O)OC(C)(C)C)C(CCO)O tert-butyl (2S,4R)-4-(2,3-dichloro-6-methoxyphenyl)-2-(1,3-dihydroxypropyl)pyrrolidine-1-carboxylate